ClC1=C(C=C(C=C1)C1=CN(C(C=C1)=O)C(C)C)CC(C(=O)NC1=CC=C(C=C1)C=1N=NN(C1)C)NC(=O)C=1N(N=CC1)C N-[1-[[2-chloro-5-(1-isopropyl-6-oxo-3-pyridyl)phenyl]methyl]-2-[4-(1-methyltriazol-4-yl)anilino]-2-oxo-ethyl]-2-methyl-pyrazole-3-carboxamide